2-{[4-(4-methoxypyridin-2-yl)-1-oxo-2,3-dihydro-1H-isoindol-2-yl]methyl}prop-2-enenitrile COC1=CC(=NC=C1)C1=C2CN(C(C2=CC=C1)=O)CC(C#N)=C